[Si](C1=CC=CC=C1)(C1=CC=CC=C1)(C(C)(C)C)OC([C@H]1N(CCC=CC1)C(=O)OC(C)(C)C)([2H])[2H] tert-butyl (S)-2-(((tert-butyldiphenylsilyl)oxy)methyl-d2)-2,3,6,7-tetrahydro-1H-azepine-1-carboxylate